C(=C)OC(C1=CC=C(C(=O)OC=C)C=C1)=O terephthalic acid divinyl ester